tert-butyl 4-(2,3-bis{[2-(trimethylsilyl)ethoxy]methoxy}phenyl)-3,6-dihydropyridine-1(2H)-carboxylate C[Si](CCOCOC1=C(C=CC=C1OCOCC[Si](C)(C)C)C=1CCN(CC1)C(=O)OC(C)(C)C)(C)C